(1R,3s)-3-amino-3-(4-(7,7-difluoro-2-((2S,3R)-3-fluoro-2-methylazetidin-1-yl)-6,7-dihydro-5H-cyclopenta[d]pyrimidin-4-yl)phenyl)-1-imino-1λ6-thietane 1-oxide NC1(CS(C1)(=N)=O)C1=CC=C(C=C1)C=1C2=C(N=C(N1)N1[C@H]([C@@H](C1)F)C)C(CC2)(F)F